C1(CCC1)N1CCC(CC1)C=1C=CC(=NC1F)C1=NNC(=C1C(C)C)C=1C=C(C=2N(C1)N=CN2)OC 6-(3-(5-(1-cyclobutylpiperidin-4-yl)-6-fluoropyridin-2-yl)-4-isopropyl-1H-pyrazol-5-yl)-8-methoxy-[1,2,4]triazolo[1,5-a]pyridine